(S)-2-(methylcarbamoyl)pyrrolidine-1-carboxylic acid tert-butyl ester C(C)(C)(C)OC(=O)N1[C@@H](CCC1)C(NC)=O